ClC1=NC=C(C(=N1)C=1C=C(C2=C(N(C(=N2)COC2OCCCC2)C(C)C)C1)F)Cl 6-(2,5-dichloropyrimidin-4-yl)-4-fluoro-2-{[(oxacyclohexan-2-yl)oxy]methyl}-1-(propane-2-yl)-1H-benzimidazole